ClC=1C=C2CCN(CC2=C(C1)[C@H]1NCCOC1)C(=O)N1CC(OCC1C)C (3R)-3-[6-chloro-2-(2,5-dimethylmorpholine-4-carbonyl)-1,2,3,4-tetrahydroisoquinolin-8-yl]morpholine